4-(4,4-difluoropiperidin-3-yl)pyridine 1-oxide, hydrochloride salt Cl.FC1(C(CNCC1)C1=CC=[N+](C=C1)[O-])F